tert-butyl 4-((6-((3-((2,6-dimethylphenyl)amino)-1-methyl-1H-pyrazolo[3,4-d]pyrimidin-6-yl)amino)-3,4-dihydroisoquinolin-2(1H)-yl)methyl)piperidine-1-carboxylate CC1=C(C(=CC=C1)C)NC1=NN(C2=NC(=NC=C21)NC=2C=C1CCN(CC1=CC2)CC2CCN(CC2)C(=O)OC(C)(C)C)C